(2R)-6-chloro-4-oxo-N-(3-{4-[2-(trifluoromethoxy)ethoxy]-1H-pyrazol-1-yl}bicyclo[1.1.1]pentan-1-yl)-3,4-dihydro-2H-1-benzopyran-2-carboxamide ClC=1C=CC2=C(C(C[C@@H](O2)C(=O)NC23CC(C2)(C3)N3N=CC(=C3)OCCOC(F)(F)F)=O)C1